NC1=C(C(=CC(=C1)Br)F)NC(=O)C=1NC=C(C1)C(C1=C(C=CC=C1)C(F)(F)F)=O N-(2-amino-4-bromo-6-fluorophenyl)-4-(2-(trifluoromethyl)benzoyl)-1H-pyrrole-2-carboxamide